C(C1=CC=CC=C1)N1N=C2C(N(CCC2=C1Cl)[C@H]1C(N(C2=C(SC1)C=C1C(C=CO1)=C2)C)=O)=O (S)-3-(2-benzyl-3-chloro-7-oxo-2,4,5,7-tetrahydro-6H-pyrazolo[3,4-c]pyridin-6-yl)-1-methyl-3,4-dihydrobenzofuro[6,5-b][1,4]thiazepin-2(1H)-one